tributyl-{3-(chlorodimethylsilyl)propyl}phosphonium chloride [Cl-].C(CCC)[P+](CCC[Si](C)(C)Cl)(CCCC)CCCC